methyl (2,2-dimethoxyethyl)-D-alaninate COC(CN[C@H](C)C(=O)OC)OC